5'-bromo-4-[(3-chlorophenyl)(trifluoroacetyl)amino]-2'-[(2R)-3-hydroxy-2-methylpropyl]-6'-(methoxymethoxy)-2',3'-dihydrospiro[cyclohexane-1,1'-indene]-4-carboxylic acid methyl ester COC(=O)C1(CCC2(C(CC3=CC(=C(C=C23)OCOC)Br)C[C@H](CO)C)CC1)N(C(C(F)(F)F)=O)C1=CC(=CC=C1)Cl